3-(benzyloxy)-3-oxo-2-phenylpropanoic acid C(C1=CC=CC=C1)OC(C(C(=O)O)C1=CC=CC=C1)=O